4-(fluoromethyl)-4-(1-hydroxyethyl)piperidine-1-carboxylic acid tert-butyl ester C(C)(C)(C)OC(=O)N1CCC(CC1)(C(C)O)CF